C1C(CC12CCNCC2)N2CCC(CC2)C2=CC=C1C(C=3N(C=4C=CC=C(C4C(N3)=O)Cl)C1=C2)(C)C 10-(1-(7-azaspiro[3.5]nonan-2-yl)piperidin-4-yl)-4-chloro-7,7-dimethylindolo[1,2-a]quinazolin-5(7H)-one